7-(chloromethyl)-3-(difluoromethyl)-1H-1,5-naphthyridin-2-one ClCC1=CN=C2C=C(C(NC2=C1)=O)C(F)F